(R,E)-2-(tert-butyl)-N-(1-methoxy-4-(methylsulfonyl)but-3-en-2-yl)-4-phenoxypyrimidine-5-carboxamide C(C)(C)(C)C1=NC=C(C(=N1)OC1=CC=CC=C1)C(=O)N[C@@H](COC)\C=C\S(=O)(=O)C